COC=1C=C(C=CC1)C1=CC(=NN1C1=C(C=CC=C1)C)CO [5-(3-Methoxyphenyl)-1-(2-methylphenyl)-1H-pyrazol-3-yl]methanol